O=C1NC(CCC1N1C(C2=CC=CC(=C2C1)OCCN(C(=O)C1=CC(=C(C=C1)B(O)O)C)C)=O)=O (4-((2-((2-(2,6-dioxopiperidin-3-yl)-1-oxoisoindolin-4-yl)oxy)ethyl)(methyl)carbamoyl)-2-methylphenyl)boronic acid